2-(2-ethyl-1H-benzimidazol-1-yl)-5-fluoro-N-[4-(trifluoromethoxy)phenyl]pyrimidine C(C)C1=NC2=C(N1C1N(C=C(C=N1)F)C1=CC=C(C=C1)OC(F)(F)F)C=CC=C2